tert-butyl 2-[2-[2-[2-[2-(p-tolylsulfonyloxy)ethoxy] ethoxy]ethoxy]ethoxy]acetate C1(=CC=C(C=C1)S(=O)(=O)OCCOCCOCCOCCOCC(=O)OC(C)(C)C)C